N-(5-isopropyl-1H-pyrazol-3-yl)-1-((2S)-2-((tetrahydro-2H-pyran-2-yl)oxy)pentan-3-yl)-1H-pyrazolo[3,4-b]pyrazin-6-amine C(C)(C)C1=CC(=NN1)NC1=CN=C2C(=N1)N(N=C2)C([C@H](C)OC2OCCCC2)CC